CC1CCC(C(C1)C(=O)NCC(=O)O)C(C)C N-[[5-methyl-2-(1-methylethyl)cyclohexyl]carbonyl]glycine